FC1=C(C=CC=C1C[C@@H]1NCC[C@@H]1NS(=O)(=O)C)C1=CC(=CC(=C1)F)F N-((2S,3S)-2-((2,3',5'-trifluorobiphenyl-3-yl)methyl)pyrrolidin-3-yl)methanesulfonamide